C(C1=CC=CC=C1)OC=1C=C2C=CC(=C(C2=CC1)OC1=CC=C(OCCN(C([O-])=O)C)C=C1)C1=CC=C(C=C1)S(=O)(=O)C 2-(4-((6-(benzyloxy)-2-(4-(methylsulfonyl)phenyl)naphthalene-1-yl)oxy)phenoxy)ethyl(methyl)carbamate